CC1(CCC(CC1)NC(=O)C1=NC(=NC(=C1)C)N1C=NC=C1)C(=O)OC1(CC(O)(CC=C1)CCO)CCO 1,3-bis(2-hydroxyethyl)resorcinol methyl-(1r,4r)-4-(2-(1H-imidazol-1-yl)-6-methyl-pyrimidine-4-carboxamido)cyclohexane-1-carboxylate